ClC=1C=C(C=CC1)C(CO)NC(=O)C=1N=CN(C1)C1=CC(=NC=C1C)NC1=CC2=C(OC(O2)(F)F)C=C1 N-(1-(3-chlorophenyl)-2-hydroxyethyl)-1-(2-((2,2-difluoro-benzo[d][1,3]di-oxol-5-yl)amino)-5-methylpyridin-4-yl)-1H-imidazol-4-carboxamide